C1(CC1)C=1C=CC=2N(C1)C=C(N2)CN2N=NC(=C2)N 1-((6-cyclopropylimidazo[1,2-a]pyridin-2-yl)methyl)-1H-1,2,3-triazol-4-amine